2-isopropyl-1,2-ethylenediamine C(C)(C)C(CN)N